CC1(CC(=NO1)C1[C@H]2CN(C[C@@H]12)C(=O)C1=NNC(=C1)C(C)C)C [(1R,5S,6r)-6-(5,5-Dimethyl-4,5-dihydro-1,2-oxazol-3-yl)-3-azabicyclo[3.1.0]hex-3-yl](5-isopropyl-1H-pyrazol-3-yl)methanon